COC(C1=C(C=C(C=C1O)OCC1CC1)C=CC1=CC=C(C=C1)F)=O methyl-4-(cyclopropylmethoxy)-2-(4-fluorostyryl)-6-hydroxybenzoate